2,4,5-trichlorophenoxyacetic acid ClC1=C(OCC(=O)O)C=C(C(=C1)Cl)Cl